4-(6,6-Difluorohexahydro-1H-pyrrolo[3,2-c]isoxazol-1-yl)-2,2-dimethylbutanoic acid FC1(CNC2C1N(OC2)CCC(C(=O)O)(C)C)F